2,2-bis(trifluoromethyl)propionyl fluoride FC(C(C(=O)F)(C)C(F)(F)F)(F)F